t-butylate CC(C)(C)[O-]